5-(1-isopropyl-6-methoxy-1H-pyrrolo[2,3-b]pyridin-3-yl)-7-(methylamino)pyrazolo[1,5-a]pyrimidine-3-carboxamide C(C)(C)N1C=C(C=2C1=NC(=CC2)OC)C2=NC=1N(C(=C2)NC)N=CC1C(=O)N